C(=CCCC)P(O)(=O)CCCCC pentenyl-amyl-phosphinic acid